(((benzyloxy)carbonyl)glycyl)pyrrolidine-2,5-dicarboxylic acid diethyl ester C(C)OC(=O)C1N(C(CC1)C(=O)OCC)C(CNC(=O)OCC1=CC=CC=C1)=O